COC1(C(C=CC=C1)C(C)=O)OC 2,2-dimethoxyphenylethanone